bis(t-butylimino)bis(dimethylamino)tungsten(VI) C(C)(C)(C)N=[W](N(C)C)(N(C)C)=NC(C)(C)C